(4-(4-isopropylpiperazin-1-yl)phenyl)-1-methyl-2-(4-(methylsulfonyl)phenyl)-1H-pyrrolo[3,2-b]pyridine C(C)(C)N1CCN(CC1)C1=CC=C(C=C1)C1=C(N(C=2C1=NC=CC2)C)C2=CC=C(C=C2)S(=O)(=O)C